8-(3-((4,4-bis(((Z)-oct-5-en-1-yl)oxy)butanoyl)oxy)-2-(((((1-ethylpiperidin-3-yl)methoxy)carbonyl)oxy)methyl)propoxy)-8-oxooctyl 2-hexyldecanoate C(CCCCC)C(C(=O)OCCCCCCCC(=O)OCC(COC(CCC(OCCCC\C=C/CC)OCCCC\C=C/CC)=O)COC(=O)OCC1CN(CCC1)CC)CCCCCCCC